(2R)-2-((8-[(3beta)-cholest-5-en-3-yloxy]octyl)oxy)-N,N-dimethyl-[(9Z,12Z)-octadeca-9,12-dien-1-yloxy]propan-1-amine CC(C)CCC[C@@H](C)[C@H]1CC[C@H]2[C@@H]3CC=C4C[C@H](CC[C@]4(C)[C@H]3CC[C@]12C)OCCCCCCCCO[C@@H](C(N(C)C)OCCCCCCCC\C=C/C\C=C/CCCCC)C